N-benzhydryl-N,3,6-trimethyl-6,7-dihydro-5H-thieno[3,2-b]pyran-6-amine C(C1=CC=CC=C1)(C1=CC=CC=C1)N(C1(CC2=C(OC1)C(=CS2)C)C)C